tert-butyl (S)-methyl(1-(7-(8-methylnaphthalen-1-yl)-2-((1-methylpyrrolidin-2-yl)methoxy)-5,6,7,8-tetrahydropyrido[3,4-d]pyrimidin-4-yl)piperidin-4-yl)carbamate CN(C(OC(C)(C)C)=O)C1CCN(CC1)C=1C2=C(N=C(N1)OC[C@H]1N(CCC1)C)CN(CC2)C2=CC=CC1=CC=CC(=C21)C